N1C=CC2=CC=C(C=C12)N1CCN(CC1)C(=O)OC(C)(C)C tert-Butyl 4-(1H-indol-6-yl)piperazine-1-carboxylate